(S)-2-nitro-N-(oxetan-2-ylmethyl)-4-(pyridazin-3-yl)aniline [N+](=O)([O-])C1=C(NC[C@H]2OCC2)C=CC(=C1)C=1N=NC=CC1